FC=1C(=C(C=CC1)NN1C(=CC=2C(NCCC21)=O)C2=C(C=NC=C2)OC[C@H]2N(CC2)C(\C=C\CN2CCOCC2)=O)OC [(3-fluoro-2-methoxyphenyl)amino]-2-(3-{[(2S)-1-[(2E)-4-(morpholin-4-yl)but-2-enoyl]azetidin-2-yl]methoxy}pyridin-4-yl)-1H,5H,6H,7H-pyrrolo[3,2-c]pyridin-4-one